fluorenylidenediphenol C1(=C(C=CC=2C3=CC=CC=C3CC12)C1=C(C=CC=C1)O)C1=C(C=CC=C1)O